(S)-tert-Butyl 5-amino-4-(4-((tert-butyldimethylsilyl)oxy)-1-oxoisoindolin-2-yl)-5-oxopentanoate NC([C@H](CCC(=O)OC(C)(C)C)N1C(C2=CC=CC(=C2C1)O[Si](C)(C)C(C)(C)C)=O)=O